(R)- or (S)-7-(2-Cyclopropyl-benzyl)-5-(4'-difluoromethyl-2'-methoxy-3,4,5,6-tetrahydro-2H-[1,3']bipyridinyl-4-yl)-2,4-dimethyl-2,4,5,7-tetrahydro-pyrazolo[3,4-d]pyrimidin-6-one C1(CC1)C1=C(CN2C(N([C@@H](C=3C2=NN(C3)C)C)C3CCN(CC3)C=3C(=NC=CC3C(F)F)OC)=O)C=CC=C1 |o1:9|